4,4'-Dimethylolbiphenyl C(O)C1=CC=C(C=C1)C1=CC=C(C=C1)CO